3a-Benzyl-2-cyclopentyl-3-oxo-4H,6H,7H-pyrazolo[4,3-c]pyridine-5-carboxylic acid tert-butyl ester C(C)(C)(C)OC(=O)N1CC2(C(CC1)=NN(C2=O)C2CCCC2)CC2=CC=CC=C2